N-(4-(((R)-1-hydroxy-4-methylpent-2-yl)amino)-6-(2-(6-(2-hydroxyethyl)pyridin-3-yl)propyl)-1,3,5-triazin-2-yl)methanesulfonamide imidazole-2-carboxylate N1C(=NC=C1)C(=O)O.OC[C@@H](CC(C)C)NC1=NC(=NC(=N1)CC(C)C=1C=NC(=CC1)CCO)NS(=O)(=O)C